octanediol adipate C(CCCCC(=O)O)(=O)O.C(CCCCCCC)(O)O